5-chloro-N-phenyl-valeramide ClCCCCC(=O)NC1=CC=CC=C1